4-[(2-bromophenyl)amino]-2-[(2,3-dihydro-1-benzofuran-7-yl)amino]pyrimidine-5-carboxamide BrC1=C(C=CC=C1)NC1=NC(=NC=C1C(=O)N)NC1=CC=CC=2CCOC21